N,N'-Bis(trimethylsilyl)-1,8-diaminooctan C[Si](NCCCCCCCCN[Si](C)(C)C)(C)C